3-phenyl-2,3-dihydro-1H-phenalen-1-one C1(=CC=CC=C1)C1CC(C=2C=CC=C3C=CC=C1C23)=O